COP(=O)(OC)CC1(CN(C1)C(=O)OC(C)(C)C)C tert-butyl 3-(dimethoxyphosphorylmethyl)-3-methyl-azetidine-1-carboxylate